N-[3-(p-toluenesulfonyloxy)phenyl]-N'-[3-(butanesulfonyloxy)phenyl]urea CC1=CC=C(C=C1)S(=O)(=O)OC=1C=C(C=CC1)NC(=O)NC1=CC(=CC=C1)OS(=O)(=O)CCCC